C(#N)C1=CC=C(CNC(=O)C=2C(NC(=CC2)C)=O)C=C1 N-(4-cyanobenzyl)-6-methyl-2-oxo-1,2-dihydropyridine-3-carboxamide